pentandiol methyl-(1r,3r)-3-morpholinocyclobutane-1-carboxylate CC1(CC(C1)N1CCOCC1)C(=O)OC(CCCC)O